N1CC(C1)CN(C(OCCCC)=O)CCC1=CC=CC=C1 Butyl (azetidin-3-ylmethyl)(phenethyl)carbamate